CN(C1(CCC2(CN(C(N2)=O)C2(CC2)C2=CC=CC=C2)CC1)C1=CC=CC=C1)C cis-8-dimethylamino-8-phenyl-3-(1-phenyl-cyclopropyl)-1,3-diazaspiro[4.5]decan-2-one